3-bromo-6-chloro-5-methoxy-1H-pyrrolo[3,2-b]pyridine BrC1=CNC=2C1=NC(=C(C2)Cl)OC